CC1=CC=CC(=N1)C1=C(N=CN1)C=1C=C2C=C(C=NC2=CC1)C=1C=CC(=NC1)C(=O)OC1CCNCC1 piperidin-4-yl 5-(6-(5-(6-methylpyridin-2-yl)-1H-imidazol-4-yl)quinolin-3-yl)picolinate